BrC1=CC=C(C=C1)P(O)(O)=O 4-bromophenyl-phosphonic acid